[Pb].[Mg].[Nb] niobium magnesium-lead